NC1=NN2C(C=C(C=C2)C(C=2C=C(C(=NC2)OC)C(=O)N)C2=C(C=CC(=C2)C(F)(F)F)F)=N1 5-{2-amino-[1,2,4]triazolo[1,5-a]pyridin-7-yl[2-fluoro-5-(trifluoromethyl)phenyl]methyl}-2-methoxypyridine-3-carboxamide